NC1=C(C=C(C=N1)C1=CC=C(C=C1)C(=O)N1C[C@H](N[C@H](C1)C)C)OC(C)C1=C(C(=CC=C1)F)OC (4-{6-amino-5-[1-(3-fluoro-2-methoxy-phenyl)-ethoxy]-pyridin-3-yl}-phenyl)-((3r,5s)-3,5-dimethyl-piperazin-1-yl)-methanone